2-{3-[(4-methoxyphenyl)amino]prop-1-yn-1-yl}-1-(2,2,2-trifluoroethyl)-1H-indol COC1=CC=C(C=C1)NCC#CC=1N(C2=CC=CC=C2C1)CC(F)(F)F